3-[[3-fluoro-2-(methylaminosulfonamido)-4-pyridinyl]methyl]-4-methyl-7-pyrimidin-2-yloxychroman-2-one FC=1C(=NC=CC1CC1C(OC2=CC(=CC=C2C1C)OC1=NC=CC=N1)=O)NS(=O)(=O)NC